ClC1=C(C=CC=C1)[C@]1(C(CCCC1)=O)CNC(OC(C)OC([C@H](CC(C)C)NC(C)=O)=O)=O 1-((S)-2-acetamido-4-methylpentanoyloxy)ethyl (S)-1-(2-chlorophenyl)-2-oxocyclohexylmethylcarbamate